C(C)O[Si](OCC)(OCC)OCC Tetraethoxy-Silane